8-fluoro-3-methyl-2-oxo-1,2-dihydro-1,6-naphthyridine-7-carboxylic acid methyl ester COC(=O)C1=NC=C2C=C(C(NC2=C1F)=O)C